C(C)(C)(C)OC(=O)NC1(CCC1)C(=O)O 1-(tert-butoxy-carbonylamino)cyclobutanecarboxylic acid